4-Chloro-6-methoxy-2-methyl-7-((tetrahydro-2H-pyran-4-yl)oxy)quinazoline ClC1=NC(=NC2=CC(=C(C=C12)OC)OC1CCOCC1)C